FC=1C=C(C=C2C=NNC12)C#CC1=NC(=NC=C1)C1=NC(=NC=C1)N1CC2=CC=C(C=C2C1)C#N 7-fluoro-5-((2'-(5-cyanoisoindolin-2-yl)-[2,4'-bipyrimidinyl]-4-yl)ethynyl)-1H-indazole